1,1'-ferrocendicarboxylic acid [C-]1(C=CC=C1)C(=O)O.[C-]1(C=CC=C1)C(=O)O.[Fe+2]